3-[3-methyl-2-oxo-5-(3-[2-[2-(piperidin-4-yl)ethoxy]ethoxy]propyl)-1,3-benzodiazol-1-yl]piperidine-2,6-dione hydrochloride Cl.CN1C(N(C2=C1C=C(C=C2)CCCOCCOCCC2CCNCC2)C2C(NC(CC2)=O)=O)=O